(S)-4-((2-((5-fluoropyridin-3-yl)oxy)ethyl)(4-(5,6,7,8-tetrahydro-1,8-naphthyridin-2-yl)butyl)amino)-2-((1-methyl-1H-pyrazolo[4,3-d]pyrimidin-7-yl)amino)butanoic acid FC=1C=C(C=NC1)OCCN(CC[C@@H](C(=O)O)NC=1C2=C(N=CN1)C=NN2C)CCCCC2=NC=1NCCCC1C=C2